C(=O)C=1C(=NN(C1C)C1CCN(CC1)C(=O)OC(C)(C)C)C tert-Butyl 4-(4-formyl-3,5-dimethyl-1H-pyrazol-1-yl)piperidine-1-carboxylate